C(=C)C(C(C(C(C(C(C=C)(F)F)(F)F)(F)F)(F)F)(F)F)(F)F 1,6-Divinyl(dodecafluorohexan)